CC1=C(C(=CC=C1)C)S(=O)(=O)[O-] 2,6-dimethylbenzenesulfonate